CN1N=CC(=C1)C=1C=C(C=CC1)CN 1-[3-(1-methyl-1H-pyrazol-4-yl)phenyl]methylamine